3-Methyl-6-(methylthio)-1,2,4,5-tetrazine CC=1N=NC(=NN1)SC